C(C(=O)O)(=O)O.O1N=C(C2=C1C=CC=C2)C2CCN(CC2)CCCN2C(N1C(CC2=O)CCC1)=O 2-[3-(4-Benzo[d]isoxazol-3-yl-piperidin-1-yl)-propyl]-tetrahydro-pyrrolo[1,2-c]pyrimidine-1,3-dione oxalate